(1S,2S)-N-(4-cyclobutyl-3-(4-fluorophenyl)-1-methyl-1H-pyrazol-5-yl)-2-fluorocyclopropane-1-carboxamide C1(CCC1)C=1C(=NN(C1NC(=O)[C@H]1[C@H](C1)F)C)C1=CC=C(C=C1)F